4-(4-(1-Aminoethyl)-8-fluoro-2-methylquinolin-6-yl)-N-(1-(cyclopropylsulfonyl)piperidin-4-yl)-5-fluoropyrimidin-2-amine NC(C)C1=CC(=NC2=C(C=C(C=C12)C1=NC(=NC=C1F)NC1CCN(CC1)S(=O)(=O)C1CC1)F)C